C(C(CC(=O)O)(C(=O)O)C(=O)O)C(=O)O 1,2,2,3-propanetetracarboxylic acid